3-(hydroxymethyl)-4-(1-(tetrahydro-2H-pyran-2-yl)-4-(trifluoromethyl)-1H-imidazol-2-yl)benzonitrile OCC=1C=C(C#N)C=CC1C=1N(C=C(N1)C(F)(F)F)C1OCCCC1